2,2-dimethyl-1-[(2R,5S)-2-methyl-5-[3-(4-methylpiperazin-1-yl)phenyl]piperazin-1-yl]propan-1-one CC(C(=O)N1[C@@H](CN[C@H](C1)C1=CC(=CC=C1)N1CCN(CC1)C)C)(C)C